COC1=C(C=O)C(=CC=C1)OC 2,6-Dimethoxybenzaldehyd